C1(CC1)C=1C=C(C=CC1)C1=NC(=NC=C1F)N[C@@H]1CC[C@H](CC1)C(=O)O trans-4-((4-(3-cyclopropylphenyl)-5-fluoropyrimidin-2-yl)amino)cyclohexane-1-carboxylic acid